(1R,2S,3R,4S,4aR,5S,6R,7S,8R,8aR,9aS,10aS)-tetramethyl 4a,8a,9a,10a-tetramethyl-9,10-dioxotetradecahydro-1,4:5,8-dimethanoanthracene-2,3,6,7-tetracarboxylate C[C@]12[C@@H]3[C@H]([C@H]([C@H]([C@@]2(C([C@@]2([C@H]4[C@@H]([C@@H]([C@@H]([C@@]2(C1=O)C)C4)C(=O)OC)C(=O)OC)C)=O)C)C3)C(=O)OC)C(=O)OC